C(C)(C)(C)OC(=O)NC[C@H](C)OC1=NC=C(C=C1[C@@H](C(C)C)NC1=NC=2N(C(=C1C1=CN(C=C1)C)N(CC1=CC=CC=C1)CC1=CC=CC=C1)N=CC2)F 5-(((R)-1-(2-(((S)-1-((tert-butoxycarbonyl)amino)propan-2-yl)oxy)-5-fluoropyridine-3-yl)-2-methylpropyl)amino)-7-(dibenzylamino)-6-(1-methyl-1H-pyrrol-3-yl)pyrazolo[1,5-a]pyrimidine